(3R,4S,5R)-5-(2,4-Dichlorobenzyloxymethyl)-4-(2,4-dichlorobenzyloxy)-2-methoxy-tetrahydrofuran-3-ol ClC1=C(COC[C@@H]2[C@H]([C@H](C(O2)OC)O)OCC2=C(C=C(C=C2)Cl)Cl)C=CC(=C1)Cl